methyl 5-(4-(tert-butyl) phenyl)-6-oxo-1,6-dihydropyrazine-2-carboxylate C(C)(C)(C)C1=CC=C(C=C1)C1=NC=C(NC1=O)C(=O)OC